4-((4-(azetidin-1-yl)-3-fluoro-6-((5-methyl-1H-pyrazol-3-yl)amino)pyridin-2-yl)methyl)-1-(3-chloro-2-fluorobenzyl)piperidine N1(CCC1)C1=C(C(=NC(=C1)NC1=NNC(=C1)C)CC1CCN(CC1)CC1=C(C(=CC=C1)Cl)F)F